pentapotassium pentaphosphate [O-]P([O-])(=O)OP(=O)([O-])OP(=O)([O-])OP(=O)([O-])OP(=O)(O)O.[K+].[K+].[K+].[K+].[K+]